The molecule is a 1,3-thiazolemonocarboxylic acid that is 4-methyl-1,3-thiazole-5-carboxylic acid which is substituted by a 3-cyano-4-(2-methylpropoxy)phenyl group at position 2. It is an orally-active, potent, and selective xanthine oxidase inhibitor used for the treatment of chronic hyperuricaemia in patients with gout. It has a role as an EC 1.17.3.2 (xanthine oxidase) inhibitor. It is an aromatic ether, a nitrile and a 1,3-thiazolemonocarboxylic acid. CC1=C(SC(=N1)C2=CC(=C(C=C2)OCC(C)C)C#N)C(=O)O